CC1(OCC1)C 2,2-dimethyloxetane